C(C(=C)C)(=O)OCC[N+](CCCS(=O)(=O)[O-])(C)C 3-[[2-(Methacryloyloxy)ethyl]dimethylammonio]propane-1-sulfonate